NC=1SC2=C(N1)C(CC2)C(=O)OCC ethyl 2-amino-5,6-dihydro-4H-cyclopenta[d]thiazole-4-carboxylate